C1C(O1)CCCCCCCCCCCCC2CO2 1,2-15,16-diepoxyhexadecane